2-(4-chloro-3-fluorophenoxy)-N-{3-[3-([{5-(trifluoromethyl)pyridin-3-yl}oxy]methyl)-1,2,4-oxadiazol-5-yl]bicyclo[1.1.1]pentan-1-yl}acetamide ClC1=C(C=C(OCC(=O)NC23CC(C2)(C3)C3=NC(=NO3)COC=3C=NC=C(C3)C(F)(F)F)C=C1)F